4-(4-fluoro-3-(3-(methyl-(pyridin-4-ylmethyl)amino)azetidine-1-carbonyl)benzyl)phthalazin-1(2H)-one FC1=C(C=C(CC2=NNC(C3=CC=CC=C23)=O)C=C1)C(=O)N1CC(C1)N(CC1=CC=NC=C1)C